O1C(CCC1)C(=O)[O-] tetrahydrofuran-2-carboxylat